1-(3-(2-methoxyethyl)-2,4-dioxo-1-(2-(piperidin-1-yl)ethyl)-1,2,3,4-tetrahydroquinazolin-6-yl)-3-phenylurea COCCN1C(N(C2=CC=C(C=C2C1=O)NC(=O)NC1=CC=CC=C1)CCN1CCCCC1)=O